trans-3-((2,2-Difluorobutyl)amino)-5-(4-hydroxycyclohexyl)-8-(morpholinomethyl)pyrimido[4,5-c]isoquinolin-6(5H)-one FC(CNC=1N=CC2=C(N(C(C=3C=C(C=CC23)CN2CCOCC2)=O)[C@@H]2CC[C@H](CC2)O)N1)(CC)F